1-chloro-2-fluoro-4-iodobenzene ClC1=C(C=C(C=C1)I)F